Methyl 2-(2-(2-(difluoromethyl)piperazin-1-yl)acetamido)benzoate FC(C1N(CCNC1)CC(=O)NC1=C(C(=O)OC)C=CC=C1)F